COP(=O)(OO)CCC=O 3-(methyl-hydroxyphosphono)propanal